ClC=1C(=NC=C(C1)C(F)(F)F)NNC(C(C)N1N=CC(=C1)C1=CC(=CC=2C(C3=CC=CC=C3C12)(C(F)(F)F)O)F)=O N'-(3-chloro-5-(trifluoromethyl)pyridin-2-yl)-2-(4-(2-fluoro-9-hydroxy-9-(trifluoromethyl)-9H-fluoren-4-yl)-1H-pyrazol-1-yl)propanehydrazide